N-((S)-1-(((S)-9-ethyl-9-hydroxy-10,13-dioxo-2,3,9,10,13,15-hexahydro-1H,12H-benzo[de]pyrano[3',4':6,7]indolizino[1,2-b]quinolin-4-yl)amino)-1-oxopropan-2-yl)-3-methylbutanamide C(C)[C@]1(C(OCC=2C(N3CC=4C(=NC=5C=CC(=C6C5C4CCC6)NC([C@H](C)NC(CC(C)C)=O)=O)C3=CC21)=O)=O)O